7-(7-(2-amino-7-fluorobenzo[d]thiazol-4-yl)-8-fluoro-2-((tetrahydro-1H-pyrrolizin-7a(5H)-yl)methoxy)pyrido[4,3-d]pyrimidin-4-yl)-1,3,7-triazaspiro[4.5]decane-2,4-dione NC=1SC2=C(N1)C(=CC=C2F)C2=C(C=1N=C(N=C(C1C=N2)N2CC1(C(NC(N1)=O)=O)CCC2)OCC21CCCN1CCC2)F